Nickel cobalt phosphate P(=O)([O-])([O-])[O-].[Co+2].[Ni+2]